7-(methoxy(methyl)amino)-7-oxoheptanoic acid heneicosan-11-yl ester CCCCCCCCCCC(CCCCCCCCCC)OC(CCCCCC(=O)N(C)OC)=O